CC1=CN=C2N1C(=CC=C2)C(=O)O 3-methylimidazo[1,2-a]pyridine-5-carboxylic acid